C(C1=CC=CC=C1)OCC1(CC1)C(=O)NC1CCN(CC1)C 1-((benzyloxy)methyl)-N-(1-methylpiperidin-4-yl)cyclopropane-1-carboxamide